NCC1=CC(=CN=N1)NS(=O)(=O)C1CC1 N-[6-(aminomethyl)pyridazin-4-yl]cyclopropanesulfonamide